ClC(C(=O)OCC)C ethyl chloropropanoate